ClC1=C(C(=C2C(C(=CN(C2=N1)C1=NC=NS1)C(=O)OCC)=O)C)F ethyl 7-chloro-6-fluoro-5-methyl-4-oxo-1-(1,2,4-thiadiazol-5-yl)-1,4-dihydro-1,8-naphthyridine-3-carboxylate